(S)-2-cyclopropyl-3,3-difluoro-7-isopropyl-10-nitro-1,2,3,4-tetrahydro-[1,4]oxazepino[2,3-c]quinolin-6(7H)-one Lithium tert-butoxide CC(C)(C)[O-].[Li+].C1(CC1)[C@@H]1NC2=C(C(N(C=3C=CC(=CC23)[N+](=O)[O-])C(C)C)=O)OCC1(F)F